(5'S,7a'R)-5'-phenyltetrahydro-3'H-spiro[piperidine-4,2'-pyrrolo[2,1-b]oxazol]-3'-one C1(=CC=CC=C1)[C@@H]1CC[C@H]2OC3(C(N21)=O)CCNCC3